N-(1-((1S,3S)-3-hydroxycyclopentyl)-3-(pyridin-2-yl)-1H-pyrazol-4-yl)-5-(1H-pyrazol-4-yl)furan-2-carboxamide formate C(=O)O.O[C@@H]1C[C@H](CC1)N1N=C(C(=C1)NC(=O)C=1OC(=CC1)C=1C=NNC1)C1=NC=CC=C1